C(C1=CC=CC=C1)OC(=O)NC1CCC(CC1)CN(C1CCN(CC1)C(=O)OC(C)(C)C)C tert-butyl 4-((((1r,4r)-4-(((benzyloxy)carbonyl)amino)cyclohexyl)methyl)(methyl)amino)piperidine-1-carboxylate